C1(CCCC1)NC1=NC(=CC=C1N)C1=CC=C(C=C1)OC N2-cyclopentyl-6-(4-methoxyphenyl)pyridine-2,3-diamine